Heptadecan-9-yl 8-((3-(ethylsulfonamido)propyl)(8-((2-methylnonyl)oxy)-8-oxooctyl)amino)octanoate 2-Methylnonyl-8-bromooctanoate CC(COC(CCCCCCCBr)=O)CCCCCCC.C(C)S(=O)(=O)NCCCN(CCCCCCCC(=O)OC(CCCCCCCC)CCCCCCCC)CCCCCCCC(=O)OCC(CCCCCCC)C